1H-pyrrolo[3,2-c][1,7]naphthyridine-2-carboxylate N1C(=CC=2C=NC=3C=NC=CC3C21)C(=O)[O-]